C(CCC)(=O)[O-].[Mn+3].C1(CC1)[C+]=C.C(CCC)(=O)[O-].C(CCC)(=O)[O-].C(CCC)(=O)[O-] cyclopropyl-methylenecarbon manganese (III) butyrate